2-((Ethyl-(methyl)amino)methyl)-6-iodo-4-nitrophenol C(C)N(C)CC1=C(C(=CC(=C1)[N+](=O)[O-])I)O